3-isopropyl-2-phenyl-6,7-dihydro-5H-cyclopenta[b]pyridin-4-amine C(C)(C)C=1C(=C2C(=NC1C1=CC=CC=C1)CCC2)N